C1=CC=C(C=2C3=CC=CC=C3CC12)C(=O)[O-] 9H-fluorene-4-carboxylate